ClC1=CC2=C(N=C(N=C2NCC=2SC=CC2)N2CCC(CC2)NC)C=N1 6-chloro-2-(4-(methylamino)piperidin-1-yl)-N-(thiophen-2-ylmethyl)pyrido[3,4-d]pyrimidin-4-amine